COC(=O)C1=CC=2C(=NC(=CC2)CC2=C(C=CC=C2)F)N1C 6-(2-fluorobenzyl)-1-methyl-1H-pyrrolo[2,3-b]pyridine-2-carboxylic acid methyl ester